2-(8-isopropyl-5-oxothieno[3',2':4,5]pyrrolo[1,2-d][1,2,4]triazin-6(5H)-yl)acetamide methyl-3-methyl-2,4-dioxo-1,2,3,4-tetrahydroquinazoline-7-carboxylate COC(=O)C1=CC=C2C(N(C(NC2=C1)=O)C)=O.C(C)(C)C1=NN(C(C=2N1C1=C(C2)C=CS1)=O)CC(=O)N